COC(C1=CC=C(C=C1)OCCOCCOCCOCCOCCOS(=O)(=O)C1=CC=C(C=C1)C)=O.CN(C(C)=O)CCNC N-methyl-N-(2-(methylamino)ethyl)acetamide methyl-4-[2-[2-[2-[2-[2-(p-tolylsulfonyloxy)ethoxy]ethoxy]ethoxy]ethoxy]ethoxy]benzoate